5-(((3,9-dioxo-2,3,4,9,11,11a-hexahydro-1H-pyrazino[1',2':3,4]imidazo[1,2-c]pyrimidin-7-yl)amino)methyl)-2-fluorobenzonitrile, trifluoroacetic acid salt FC(C(=O)O)(F)F.O=C1NCC2N(C=3N(C(N=C(C3)NCC=3C=CC(=C(C#N)C3)F)=O)C2)C1